Br[C@@H]1[C@H](CCC([C@H]1O)(C)C)N1C(C2=CC=CC=C2C1=O)=O 2-((1s,2r,3r)-2-bromo-3-hydroxy-4,4-dimethylcyclohexyl)isoindoline-1,3-dione